mono-thiol-dithiol S1C(=C(C=C1)S)S